N-allyl-N-[(1,3-dioxolan-2-yl)-methyl]dichloroacetamide C(C=C)N(C(C(Cl)Cl)=O)CC1OCCO1